1,2,3-trimethylpyrrolidine CN1C(C(CC1)C)C